(E)-7-[[4-[[5-bromo-4-(2-carbamoyl-3-fluoro-anilino)pyrimidin-2-yl]amino]phenyl]sulfonylamino]hept-2-enoic acid BrC=1C(=NC(=NC1)NC1=CC=C(C=C1)S(=O)(=O)NCCCC/C=C/C(=O)O)NC1=C(C(=CC=C1)F)C(N)=O